Cl.ClC1=CC(=C(C=C1)C1=CC=C(C=C1)N1CCN(CC1)CC(C)C)N1CC(CCC1)N1N=CC(=C1C(F)F)C(=O)O 1-{1-[4-chloro-4'-(4-isobutylpiperazin-1-yl)[biphenyl]-2-yl]piperidin-3-yl}-5-(difluoromethyl)-1H-pyrazole-4-carboxylic acid hydrochloride